hafnium tritelluride [Te-2].[Te-2].[Te-2].[Hf+4]